NC1=C(C(=O)NCCO)C=C(C=N1)C1=C(C=C(C=C1)NC(C(O)C1=CC(=CC(=C1)F)F)=O)C 2-amino-5-(4-(2-(3,5-difluorophenyl)-2-hydroxyacetamido)-2-methyl-phenyl)-N-(2-hydroxyethyl)nicotinamide